(E)-2-bromo-1-fluoropropene Br/C(=C/F)/C